ClC=1C=CC(=NC1)[C@@]1(OC2=C(O1)C=CC=C2C2=CCC1(OCCO1)CC2)C (S)-5-Chloro-2-(2-methyl-4-(1,4-dioxaspiro[4.5]dec-7-en-8-yl)benzo[d][1,3]dioxol-2-yl)pyridine